[Cl-].C(C1CO1)[N+](CC=C)(CC1=CC=CC=C1)CC1CO1 N,N-bisglycidyl-N-benzyl-N-allylammonium chloride